P(OC1=CC=CC=C1)OC(C1=C(C=C(C=C1C)C)C)=O phenyl (2,4,6-trimethylbenzoyl) phosphonite